2-(dodecylthiocarbonothioylthio)-2-methylpropionic acid C(CCCCCCCCCCC)SC(=S)SC(C(=O)O)(C)C